[4-(2-Carbamoyl-6-pyridin-4-yl-imidazo[1,2-a]pyrazin-8-yl-trans-amino)-cyclohexyl]-carbamic acid tert-butyl ester C(C)(C)(C)OC(NC1CCC(CC1)NC=1C=2N(C=C(N1)C1=CC=NC=C1)C=C(N2)C(N)=O)=O